CNC(CCC1CCN(CC1)C(=O)C1CCN(CC1)C1CNCC1)=O N-methyl-3-(1-(1-(pyrrolidin-3-yl)piperidine-4-carbonyl)piperidin-4-yl)propanamide